BrC1=C([Se][N+]=2C1=CC(=CC2)C(=O)OC)C2(CCC2)[O-] 1-(3-bromo-5-(methoxycarbonyl)-[1,2]selenazolo[2,3-a]pyridin-8-ium-2-yl)cyclobutan-1-olate